C(C)[Si](C=1C=C(C=CC1)C(=C)C1=CC=C(C=C1)[SiH](C)C)(OC)CC 1-[3-(diethylmethoxysilyl)phenyl]-1-(4'-dimethylsilylphenyl)ethylene